C(C1=CC=CC=C1)OC=1C=C(C=C(C1)F)C(C(=O)O)(CCCC(CS(=O)(=O)CCO)(C)C)C 2-(3-(benzyloxy)-5-fluorophenyl)-7-((2-hydroxyethyl)sulfonyl)-2,6,6-trimethylheptanoic acid